C(C)(C)(C)OC(=O)N(C1CCN(CC1)C1=C2C=CC(=NC2=C(C=C1)C(=O)O)OC)C1CC1 5-[4-[tert-butoxycarbonyl(cyclopropyl)amino]-1-piperidyl]-2-methoxy-quinoline-8-carboxylic acid